FC(C=1C(=NNC1)C(=O)N)(F)F 4-(tri-fluoromethyl)pyrazole-3-carboxamide